C(C)(C)C1=C(C=CC=C1)[C@H]1N(CCC1)C1CC2(C1)CCN(CC2)C2=C(C(=O)NS(=O)(=O)C=1C=C(C3=C(OCC(N3)C3CCOCC3)C1)[N+](=O)[O-])C=CC=C2 2-((S)-2-(2-isopropylphenyl)pyrrolidin-1-yl)-7-azaspiro[3.5]nonan-7-yl-N-((5-nitro-3-(tetrahydro-2H-pyran-4-yl)-3,4-dihydro-2H-benzo[b][1,4]oxazin-7-yl)sulfonyl)benzamide